(4-bromophenyl)(methyl)(methylimino)-λ6-sulfanone BrC1=CC=C(C=C1)S(=O)(=NC)C